C(C=CCCCCCCCCCCC)(=O)[O-].[Ga+3].C(C=CCCCCCCCCCCC)(=O)[O-].C(C=CCCCCCCCCCCC)(=O)[O-] gallium tetradecenoate